N1(CCCC1)C1CCC(CC1)NC1=NC=CC=N1 N-((1r,4r)-4-(pyrrolidin-1-yl)cyclohexyl)pyrimidin-2-amine